[Li]CCCCCC[Li] hexamethylenedi-lithium